C(C)(C)(C)OC(=O)N([C@H](C(=O)O)CC1=CC=C(C=C1)Cl)C (S)-2-((tert-butoxycarbonyl)(methyl)amino)-3-(4-chlorophenyl)propionic acid